4'-(5-Fluoro-6-hydroxy-1H-indazol-1-yl)-[1,1'-biphenyl]-2-carbonitrile FC=1C=C2C=NN(C2=CC1O)C1=CC=C(C=C1)C=1C(=CC=CC1)C#N